BrC1=CC=C2C(=CN(C2=C1)C(=O)OC(C)(C)C)CO tert-butyl 6-bromo-3-(hydroxymethyl)-1H-indole-1-carboxylate